(3-methacryloxy-2-hydroxypropoxypropyl)methylbis(trimethylsiloxy)silane C(C(=C)C)(=O)OCC(COCCC[Si](O[Si](C)(C)C)(O[Si](C)(C)C)C)O